[Ru].C(C1=CC=CC=C1)(C1=NC=CC=C1Br)C1=NC=CC=C1Br (benzylidene)bis(3-bromopyridine) ruthenium